C(#N)C(CNC(C1=CN=C(C=C1)NC1=NN2C(C=C(C=C2)C2=C(C=NN2C)OC[C@@H]2N(CC2)C)=C1)=O)(C)C (R)-N-(2-cyano-2-methylpropyl)-6-((5-(1-methyl-4-((1-methylazetidin-2-yl)methoxy)-1H-pyrazol-5-yl)pyrazolo[1,5-a]pyridin-2-yl)amino)nicotinamide